3-(4-((1H-imidazol-1-yl)methyl)-2-cyanophenyl)-N-(tert-butyl)-5-isobutylthiophene-2-sulfonamide N1(C=NC=C1)CC1=CC(=C(C=C1)C1=C(SC(=C1)CC(C)C)S(=O)(=O)NC(C)(C)C)C#N